[Si](C)(C)(C(C)(C)C)OC[C@@H]1OC2=C(OC1)C=CC(=C2)C=O (R)-3-(((tert-butyldimethylsilyl)oxy)methyl)-2,3-dihydrobenzo[b][1,4]dioxin-6-carbaldehyde